(2S)-N-(4-(cyclopropylamino)-3,4-dioxo-1-((S)-2-oxopyrrolidin-3-yl)butan-2-yl)-2-((S)-3-(2,4-difluorophenyl)-4,4,4-trifluorobutanamido)-4,4-dimethylpentanamide C1(CC1)NC(C(C(C[C@H]1C(NCC1)=O)NC([C@H](CC(C)(C)C)NC(C[C@H](C(F)(F)F)C1=C(C=C(C=C1)F)F)=O)=O)=O)=O